CN(C1(CCC2(CN(C(N2)=O)C=2C=NC(=NC2)NC2CCOCC2)CC1)C1=CC=CC=C1)C cis-8-dimethylamino-8-phenyl-3-[2-(tetrahydro-pyran-4-ylamino)-pyrimidin-5-yl]-1,3-diazaspiro[4.5]decan-2-one